butyl (3S)-3-[(2S)-4-[(tert-butoxycarbonyl)oxy]-2-({N-[(4-methoxy-1H-indol-2-yl)carbonyl]-L-leucyl}amino)-3-oxobutyl]-2-oxopyrrolidine-1-carboxylate C(C)(C)(C)OC(=O)OCC([C@H](C[C@H]1C(N(CC1)C(=O)OCCCC)=O)NC([C@@H](NC(=O)C=1NC2=CC=CC(=C2C1)OC)CC(C)C)=O)=O